3-indolyl-glyoxylic acid N1C=C(C2=CC=CC=C12)C(C(=O)O)=O